N-[(15aS,16R,17S)-7-chloro-17,20-difluoro-1-oxo-2,3,15a,16,17,18-hexahydro-1H,15H-4,8:14,10-di(metheno)pyrrolo[1,2-j][1,8,10]oxadiazacycloheptadecin-16-yl]ethanesulfonamide ClC1=C2OC=3C=CC=C(C[C@@H]4N(C(NCC(C=C1)=C2)=O)C[C@@H]([C@@H]4NS(=O)(=O)CC)F)C3F